Ethyl 2-(4-((4,4-dimethyl-2,5-dioxo-3-(4-(trifluoromethoxy)-phenyl)imidazolin-1-yl)meth-yl)-2,6-dimethylphenoxy)-2-methylpropionate CC1(N(C(N(C1=O)CC1=CC(=C(OC(C(=O)OCC)(C)C)C(=C1)C)C)=O)C1=CC=C(C=C1)OC(F)(F)F)C